5-[[4-[2-[5-(1-hydroxyethyl)pyridin-2-yl]ethoxy]phenyl]methyl]-1,3-thiazolidine-2,4-dione hydrochloride Cl.OC(C)C=1C=CC(=NC1)CCOC1=CC=C(C=C1)CC1C(NC(S1)=O)=O